2'-((2-isocyanato-1,3-phenylene)bis(methylene))bis(isocyanatobenzene) N(=C=O)C1=C(C=CC=C1CC1=C(C=CC=C1)N=C=O)CC1=C(C=CC=C1)N=C=O